4-methyl-2-oxo-1-propane-2-ylpyridine-3-carboxamide CC1=C(C(N(C=C1)C(C)C)=O)C(=O)N